Cl.BrC1=CC=C(C=C1)C1(CCNCC1)C(=O)OC methyl 4-(4-bromophenyl)piperidine-4-carboxylate hydrochloride